NC1=C2N=CN(C2=NC=N1)[C@H]1[C@@H]([C@@H]([C@H](O1)CNS(=O)(=O)C=1C=C2C=CC(=NC2=CC1)Cl)O)O N-(((2R,3S,4R,5R)-5-(6-Amino-9H-purin-9-yl)-3,4-dihydroxytetrahydrofuran-2-yl)methyl)-2-chloroquinoline-6-sulfonamide